C(C=CCCCCCCCCCC)=O 7Z-tridecenal